CCCCCCCCCCCCCCCCCCCC(=O)O[C@H](COC(=O)CCCCCCCCCCC/C=C\C/C=C\CCCCC)COP(=O)([O-])OCC[N+](C)(C)C 1-(13Z,16Z-docosadienoyl)-2-eicosanoyl-glycero-3-phosphocholine